IC=1C(=NSC1NC([O-])=O)C (4-iodo-3-methyl-isothiazol-5-yl)carbamate